[6-(3-cyclopropyl-1,2,4-triazol-1-yl)-2-azaspiro[3.3]heptan-2-yl]-[3,3-difluoro-4-[[1-(trifluoromethyl)cyclopropyl]methoxy]-1-piperidinyl]methanone C1(CC1)C1=NN(C=N1)C1CC2(CN(C2)C(=O)N2CC(C(CC2)OCC2(CC2)C(F)(F)F)(F)F)C1